COC(N(C)CCN(C)C(=O)Cl)=O N-[2-[chlorocarbonyl-(methyl)amino]ethyl]-N-methyl-carbamic acid methyl ester